(3-(trifluoromethyl)pyridin-2-yl)methylamine hydrochloride Cl.FC(C=1C(=NC=CC1)CN)(F)F